NC1=CC=CC(=N1)C=1C=NN(C1)CC(C(=O)OC)(C)C methyl 3-(4-(6-aminopyridin-2-yl)-1H-pyrazol-1-yl)-2,2-dimethylpropionate